N-((S)-1-(((S)-1-amino-1-oxo-3-((R)-5-oxo-4-azaspiro[2.4]heptan-6-yl)propan-2-yl)amino)-4,4-dimethyl-1-oxopentan-2-yl)-7-chloro-5-methoxy-1H-indole-2-carboxamide NC([C@H](C[C@H]1C(NC2(CC2)C1)=O)NC([C@H](CC(C)(C)C)NC(=O)C=1NC2=C(C=C(C=C2C1)OC)Cl)=O)=O